[3-(cyclopropylmethoxy)[1,4'-bipiperidin]-1'-yl]-N-[(3,5-difluoropyridin-2-yl)methyl]-1,3-thiazole-5-carboxamide C1(CC1)COC1CN(CCC1)C1CCN(CC1)C=1SC(=CN1)C(=O)NCC1=NC=C(C=C1F)F